fluoranylethane FCC